ClC=1C(=C(C=CC1OC1(COC1)C)NC=1C2=C(N=CN1)C=CC(=N2)N2[C@@H]1CN([C@H](C2)C1)C(C=C)=O)F 1-((1S,4S)-5-(4-((3-chloro-2-fluoro-4-((3-methyloxetan-3-yl)oxy)phenyl)amino)pyrido[3,2-d]pyrimidin-6-yl)-2,5-diazabicyclo[2.2.1]heptan-2-yl)prop-2-en-1-one